2,3-difluoro-4-[(trans-4-propylcyclohexyl)methoxy]anisole FC1=C(C=CC(=C1F)OC[C@@H]1CC[C@H](CC1)CCC)OC